BrC1=C(C(=O)OC)C=C(C=C1)NC1=NC=C(C(=N1)NC1CCCC1)F methyl 2-bromo-5-((4-(cyclopentylamino)-5-fluoropyrimidin-2-yl)amino)-benzoate